FC1=CC(=C(C=C1)C1=NN(C=C1NC(=O)C=1C=NN2C1N=CC=C2)CC(C)(C)O)OC N-(3-(4-fluoro-2-methoxyphenyl)-1-(2-hydroxy-2-methylpropyl)-1H-pyrazol-4-yl)pyrazolo[1,5-a]pyrimidine-3-carboxamide